ClC1=CC=C(C=C1)[C@@]1(N(C(C2=CC(=CC(=C12)F)C(CC)(C=1N=CN(C1)C)O)=O)CC1=C(C=C(C#N)C=C1)CO)O[C@@H]1COCC1 4-{[(1R)-1-(4-chlorophenyl)-7-fluoro-5-[1-hydroxy-1-(1-methyl-1H-imidazol-4-yl)propyl]-3-oxo-1-[(3S)-oxolan-3-yloxy]-2,3-dihydro-1H-isoindol-2-yl]methyl}-3-(hydroxymethyl)benzonitrile